C1(=CC=CC=C1)N1CC(C(C1=O)C)=O 1-Phenyl-3,5-dioxo-4-methylpyrrolidine